((S)-5H-imidazo[5,1-a]isoindol-5-yl)-3,3-dimethylcyclobutan-1-ol C=1N=CN2C1C1=CC=CC=C1[C@H]2C2(CC(C2)(C)C)O